4-(1-(4-fluorophenyl)-3-methoxy-propyl)piperidine-1-carboxylic acid tert-butyl ester C(C)(C)(C)OC(=O)N1CCC(CC1)C(CCOC)C1=CC=C(C=C1)F